The molecule is a fatty amide conjugate of linoleic acid and aniline. It is an anilide and a fatty amide. It derives from a linoleic acid. CCCCC/C=C\\C/C=C\\CCCCCCCC(=O)NC1=CC=CC=C1